5-Chloro-3-cyano-4,6-dimethylpicolinate ClC=1C(=C(C(=NC1C)C(=O)[O-])C#N)C